CN(C1=CC=C(CN2CCC(CC2)SCC2=NC3=C(C=CC=C3C(N2)=O)C)C=C1)C 2-(((1-(4-(Dimethylamino)benzyl)piperidin-4-yl)thio)methyl)-8-methylquinazolin-4(3H)-one